COC(=O)C1=NN(C(=C1)Br)COCC[Si](C)(C)C 5-bromo-1-{[2-(trimethylsilyl)ethoxy]Methyl}-1H-pyrazole-3-carboxylic acid methyl ester